C(C)(C)(C)OC(=O)N1CCCC(=CC1)C=1C=2N(C=C(N1)C=1C=NN(C1)C)N=CC2 5-[6-(1-methylpyrazol-4-yl)pyrazolo[1,5-a]pyrazin-4-yl]-2,3,4,7-tetrahydroazepine-1-carboxylic acid tert-butyl ester